difluoromethyl-2,2,2-trifluoroethyl ether FC(F)C(C(F)(F)F)OC(C(F)(F)F)C(F)F